4-amino-N-(4-hydroxybutyl)benzenesulfonamide NC1=CC=C(C=C1)S(=O)(=O)NCCCCO